ClC1=CC=C(C=C1)C=1N=CN(C1C1=CC=NC=C1)CC(=O)N(C1COC2(CNC2)C1)C 2-[4-(4-chlorophenyl)-5-(4-pyridyl)imidazol-1-yl]-N-methyl-N-(5-oxa-2-azaspiro[3.4]octan-7-yl)acetamide